OCC1(N=CC=C2C3=CC=CC=C3N=C12)CO (3S)-1,1-dihydroxymethyl-beta-carboline